CC1CCC(CC1)CCC=O 3-(4-methylcyclohex-1-yl)propanal